IC=1N=C(N2N=C(C=C(C21)C2(CC2)C#N)N2[C@@H](COCC2)C)C2=CC=NN2C2OCCCC2 1-(5-iodo-2-((R)-3-methylmorpholino)-7-(1-(tetrahydro-2H-pyran-2-yl)-1H-pyrazol-5-yl)imidazo[1,5-b]pyridazin-4-yl)cyclopropane-1-carbonitrile